C(CC(=C)C)C=1C(C(C(=O)O)C=CC1OC)(O)CC(=O)C=1C=C(C=CC1)C1=CC=C(C=C1)C 3-Isopentenyl-2-{2-[4'-methyl-(1,1'-biphenyl)-3-yl]-2-oxoethyl}-4-methoxysalicylic acid